C(C)O[Si](C1=CC=C(C=C1)C=C)(C=1C2=CC=CC=C2C=2C=CC=CC2C1)OCC diethoxy(9-phenanthryl)(4-vinylphenyl)silane